(R)-4-(4-(3-methylmorpholino)-7-(methylsulfonyl)thieno[3,2-d]pyrimidin-2-yl)indolin-2-one methyl-3-((1-methyl-4-(5-(pyrimidin-4-yl)-4H-1,2,4-triazol-3-yl)piperidin-4-yl)amino)benzoate COC(C1=CC(=CC=C1)NC1(CCN(CC1)C)C1=NN=C(N1)C1=NC=NC=C1)=O.C[C@@H]1COCCN1C=1C2=C(N=C(N1)C1=C3CC(NC3=CC=C1)=O)C(=CS2)S(=O)(=O)C